5-(4-bromophenyl)-2-furaldehyde BrC1=CC=C(C=C1)C1=CC=C(O1)C=O